(R)-4-ethynyl-2-((1-methylpyrrolidin-2-yl)methoxy)-7-((2-(trimethylsilyl)ethoxy)methyl)-7H-pyrrolo[2,3-d]pyrimidine C(#C)C=1C2=C(N=C(N1)OC[C@@H]1N(CCC1)C)N(C=C2)COCC[Si](C)(C)C